COC1CCC(CC1)N1C(=NC2=C1C=CC(=C2)C=2C(=NOC2C)C)CC2=C(C=CC=C2)C 4-(1-((1r,4r)-4-methoxycyclohexyl)-2-(2-methylbenzyl)-1H-benzo[d]imidazol-5-yl)-3,5-dimethylisoxazole